spiro[cyclopropane-1,6'-[1,3a]ethenoindene]-2',3'-dicarboxylate C12C(=C(C3(C=CC4(C=C13)CC4)C=C2)C(=O)[O-])C(=O)[O-]